C(C)(=O)[C@H]1CCC2[C@@]1(C[C@@H](C1[C@]3(CCC(N(C3=CCC12)CCC)=O)C)O)C (4aR,5S,6aS,7S)-7-acetyl-5-hydroxy-4a,6a-dimethyl-1-propyl-1,3,4,4a,4b,5,6,6a,7,8,9,9a,9b,10-tetradecahydro-2H-indeno[5,4-f]quinolin-2-one